5-((2-methoxybenzyl)oxy)-2-methylbenzofuran-3-carboxylic acid COC1=C(COC=2C=CC3=C(C(=C(O3)C)C(=O)O)C2)C=CC=C1